COC(=O)[C@H]1O[C@]([C@H]([C@H]1C1=C(C(=C(C=C1)F)F)O)C)(C(F)(F)F)C (2S,3S,4S,5R)-3-(3,4-difluoro-2-hydroxy-phenyl)-4,5-dimethyl-5-(trifluoromethyl)tetrahydrofuran-2-carboxylic acid methyl ester